4-((4-hydroxyphenyl)diazenyl)benzaldehyde OC1=CC=C(C=C1)N=NC1=CC=C(C=O)C=C1